3-Fluoro-N-(2-fluoro-5-(5-(furan-2-yl)-1,3,4-oxadiazol-2-yl)phenyl)-2-methoxybenzamide FC=1C(=C(C(=O)NC2=C(C=CC(=C2)C=2OC(=NN2)C=2OC=CC2)F)C=CC1)OC